beta-uridine C1=CN(C(=O)NC1=O)[C@H]2[C@@H]([C@@H]([C@H](O2)CO)O)O